1,4,5,6-tetramethyl-bicyclo[2.2.2]oct-5-ene-2,3-dicarboxylic acid CC12C(C(C(C(=C1C)C)(CC2)C)C(=O)O)C(=O)O